Cl.Cl.ClC1=CC2=C(N(C=N2)CCC[C@H]2NCCC[C@@H]2O)C(=C1)N1CCCC1 (2R,3S)-2-(3-(5-chloro-7-(pyrrolidin-1-yl)-1H-benzo[d]imidazol-1-yl)propyl)piperidin-3-ol dihydrochloride